O1C(C1)COC1=C(C2=CC3=CC4=CC=CC=C4C=C3C=C2C=C1)C#[N+][O-] 2-(2-oxiranylmethoxy)-1-naphthacenecarbonitrile oxide